N-(2-((6-(2,6-dichloro-3,5-dimethoxyphenyl)-8-ethoxypyrido[3,4-d]pyrimidin-2-yl)amino)-3-methyl-phenyl)acrylamide ClC1=C(C(=C(C=C1OC)OC)Cl)C1=CC2=C(N=C(N=C2)NC2=C(C=CC=C2C)NC(C=C)=O)C(=N1)OCC